6,10-dimethyldodecane-4,5,9-trien-2-one CC(=C=CCC(C)=O)CCC=C(CC)C